Potassium pyridin N1=CC=CC=C1.[K]